1,5-anhydro-2,3-dideoxy-3-(6-(4-((2-fluoroethyl)carbamoyl)benzyl)-7,8-dimethyl-4-oxoquinazolin-3(4H)-yl)-L-threo-pentitol FCCNC(=O)C1=CC=C(CC=2C=C3C(N(C=NC3=C(C2C)C)[C@H]2CCOC[C@@H]2O)=O)C=C1